(2S,5R)-2-(Benzothiophen-5-yl)-5-methyl-piperidine S1C=CC2=C1C=CC(=C2)[C@H]2NC[C@@H](CC2)C